[N+](=O)([O-])C mononitromethane